C(C)(=O)N1CC(CC1)N1NC(C=2C=NC(=CC21)NC2=NC(=NC(=C2)C)C)=O 1-(1-acetylpyrrolidin-3-yl)-6-((2,6-dimethylpyrimidin-4-yl)amino)-1,2-dihydro-3H-pyrazolo[4,3-c]pyridin-3-one